C(C1=CC(C(=O)O)=CC(C(=O)O)=C1)(=O)O.COC1=NN(C=C1NC1=NC=CC(=N1)C1=CNC2=C(C=CC=C12)NC([C@@H](C)N1CCN(CC1)C)=O)C (2R)-N-(3-{2-[(3-methoxy-1-methyl-1H-pyrazol-4-yl)amino]pyrimidin-4-yl}-1H-indol-7-yl)-2-(4-methylpiperazin-1-yl)propanamide trimesic acid salt